N-(tert-butoxycarbonyl)-3-cyclohexyl-L-alanylglycine C(C)(C)(C)OC(=O)N[C@@H](CC1CCCCC1)C(=O)NCC(=O)O